C1(CCCCC1)CCC1CCC(CC1)C1=CC=CC=C1 1-cyclohexyl-2-(4-phenylcyclohexyl)-ethane